2-(3-((R)-((1s,3S)-3-chlorocyclobutyl)(4-methyl-4H-1,2,4-triazol-3-yl)methyl)-phenyl)-6-(((1-methylcyclobutyl)amino)methyl)-4-(trifluoromethyl)isoindolin-1-one ClC1CC(C1)[C@H](C=1C=C(C=CC1)N1C(C2=CC(=CC(=C2C1)C(F)(F)F)CNC1(CCC1)C)=O)C1=NN=CN1C